C(C)OC(=O)C1=C(C=2C(=NC(=CC2C(F)(F)F)C2=CC=C(C=C2)OCCCC)S1)Br 3-bromo-6-(4-butoxyphenyl)-4-(trifluoromethyl)thieno[2,3-b]Pyridine-2-carboxylic acid ethyl ester